methyl 2-(4-fluoro-2-methylphenoxy)-4-(trifluoromethyl)-5-vinylbenzoate FC1=CC(=C(OC2=C(C(=O)OC)C=C(C(=C2)C(F)(F)F)C=C)C=C1)C